C(C)(C)(C)OC(=O)N1CCC(CC1)CCOC1=C(C=C(C=C1)N1C(N(C(C1(C)C)=O)C=1C=NC(=C(C1)C(F)(F)F)C#N)=S)CC 4-(2-(4-(3-(6-Cyano-5-(trifluoromethyl)pyridin-3-yl)-5,5-dimethyl-4-oxo-2-thioxoimidazolidin-1-yl)-2-ethylphenoxy)ethyl)piperidine-1-carboxylic acid tert-butyl ester